C(#N)C1C(C1)C=1C=NN2C1C(=C(C=C2)C(=O)N)C#C[Si](C(C)C)(C(C)C)C(C)C 3-(2-cyanocyclopropyl)-4-((triisopropylsilyl)ethynyl)pyrazolo[1,5-a]pyridine-5-carboxamide